(S)-2-(6-aminohex-1-yn-1-yl)-5-(4-(2-(4-(4-chlorophenyl)-2,3,9-trimethyl-6H-thieno[3,2-f][1,2,4]triazolo[4,3-a][1,4]diazepin-6-yl)acetyl)piperazin-1-yl)benzoic acid NCCCCC#CC1=C(C(=O)O)C=C(C=C1)N1CCN(CC1)C(C[C@H]1C=2N(C3=C(C(=N1)C1=CC=C(C=C1)Cl)C(=C(S3)C)C)C(=NN2)C)=O